C(\C=C(\C(=O)O)/CC(=O)O)(=O)O (E)-aconitic acid